Cl[SiH]1CC[Si](CC1)(C)Cl 1,4-dichloro-4-methyl-1,4-disilacyclohexane